C(C)(C)C=1C=NN2C1N=C(N=C2NC=2C=C(C(=O)NC1CCN(CC1)C(=O)OC(C)(C)C)C=CC2)S(=O)(=O)C tert-butyl 4-(3-((8-isopropyl-2-(methylsulfonyl)pyrazolo[1,5-a][1,3,5]triazin-4-yl)amino)benzamido)piperidine-1-carboxylate